N-(2-(4-(3-(4-methoxyphenyl)-1,2,4-oxadiazol-5-yl)piperidin-1-yl)-2-oxoethyl)benzamide COC1=CC=C(C=C1)C1=NOC(=N1)C1CCN(CC1)C(CNC(C1=CC=CC=C1)=O)=O